(R)-3-(6,7-dichloro-2-(5-methoxypyrimidine-2-carbonyl)-1-methyl-2,3,4,5-tetrahydro-1H-pyrido[4,3-b]indol-9-yl)propanenitrile ClC1=C(C=C(C=2C3=C(NC12)CCN([C@@H]3C)C(=O)C3=NC=C(C=N3)OC)CCC#N)Cl